1-(pyridin-2-yl)-5-(trifluoromethyl)-1H-pyrazole-4-carboxamide N1=C(C=CC=C1)N1N=CC(=C1C(F)(F)F)C(=O)N